O=C1NC(CCC1N1C(C2=CC=CC(=C2C1=O)NC1CC2(C1)CCC(CC2)NC)=O)=O 2-(2,6-Dioxopiperidin-3-yl)-4-((7-(methylamino)spiro[3.5]nonan-2-yl)amino)isoindoline-1,3-dione